BrC1=CC(=C(C(=C1)C(F)(F)F)N1C[C@@H](CC1)NC(=O)C1=C(C(NC(=C1)C)=O)F)C(=O)N1CCOCC1 (R)-N-(1-(4-bromo-2-(morpholine-4-carbonyl)-6-(trifluoromethyl)phenyl)pyrrolidin-3-yl)-3-fluoro-6-methyl-2-oxo-1,2-dihydropyridine-4-carboxamide